2-(6-(Cyclopropylmethoxy)-1H-indol-3-yl)acetic acid ethyl ester C(C)OC(CC1=CNC2=CC(=CC=C12)OCC1CC1)=O